5-{(3R)-1-[1-(1H-pyrazol-3-yl)propyl]-5',6'-dihydrospiro[pyrrolidine-3,4'-pyrrolo[1,2-b]pyrazol]-2'-yl}-3-(trifluoromethyl)pyridin-2-amine N1N=C(C=C1)C(CC)N1C[C@]2(CCN3N=C(C=C32)C=3C=C(C(=NC3)N)C(F)(F)F)CC1